BrC(C(=O)[O-])CC(=O)[O-].[Na+].[Na+] sodium bromosuccinate